N-[(2R,3S)-4-(cyclohexylmethylene)-2-(2,5-difluorophenyl)-5-oxo-tetrahydropyran-3-yl]carbamic acid tert-butyl ester C(C)(C)(C)OC(N[C@@H]1[C@H](OCC(C1=CC1CCCCC1)=O)C1=C(C=CC(=C1)F)F)=O